Tert-butyl (R)-3-((((E)-4-((4,4-difluorocyclohexyl)amino)but-2-en-1-yl)((S)-5,6,7,8-tetrahydroquinolin-8-yl)amino)methyl)-3,4-dihydroisoquinoline-2(1H)-carboxylate FC1(CCC(CC1)NC/C=C/CN([C@H]1CCCC=2C=CC=NC12)C[C@@H]1N(CC2=CC=CC=C2C1)C(=O)OC(C)(C)C)F